N(=[N+]=[N-])CCOCCO 2-(2-azidoethoxy)ethanol